3-(((R)-1-(methyl-d3)pyrrolidin-2-yl)methyl)-1H-indol-4-yl D-alaninate N[C@H](C)C(=O)OC1=C2C(=CNC2=CC=C1)C[C@@H]1N(CCC1)C([2H])([2H])[2H]